C(C)NN(CCCCN)NCC N,N-diEthylamino-1,4-butanediamine